2-(4-(5-Amino-4-cyano-1-isopropyl-1H-pyrazol-3-yl)phenyl)-N-(3-benzylisoxazol-5-yl)acetamide NC1=C(C(=NN1C(C)C)C1=CC=C(C=C1)CC(=O)NC1=CC(=NO1)CC1=CC=CC=C1)C#N